C(C)(C)(C)OC(=O)NC=1C=C(C=CC1)C1(CC1)C(C(=O)OCC)(F)F ethyl 2-(1-(3-((tert-butoxycarbonyl)amino)phenyl)cyclopropyl)-2,2-difluoroacetate